5-ethyl-1-methyl-1H-pyrazole-3-carbaldehyde C(C)C1=CC(=NN1C)C=O